FC1(CC2(C1)C[C@H](N(CC2)CC2=C1C=CN(C1=C(C=C2OC)C)C(=O)OC(C)(C)C)C2=CC=C(C=C2)C(=O)OC)F tert-butyl (S)-4-((2,2-difluoro-6-(4-(methoxycarbonyl)phenyl)-7-azaspiro[3.5]nonan-7-yl)methyl)-5-methoxy-7-methyl-1H-indole-1-carboxylate